C1(=CC=CC=C1)C(NCC(=O)O)(C1=CC=CC=C1)C1=CC=CC=C1 N-(triphenylmethyl)glycine